(2R,5S)-4-(6-bromo-7-chloro-2-(((S)-1-methylpyrrolidin-2-yl)methoxy)quinazolin-4-yl)-2,5-dimethylpiperazine-1-carboxylic acid tert-butyl ester C(C)(C)(C)OC(=O)N1[C@@H](CN([C@H](C1)C)C1=NC(=NC2=CC(=C(C=C12)Br)Cl)OC[C@H]1N(CCC1)C)C